2-(((1-Methylpiperidin-4-yl)methyl)amino)-7H-pyrrolo[2,3-d]pyrimidin CN1CCC(CC1)CNC=1N=CC2=C(N1)NC=C2